NC1=NC(=NC=2N1N=C(N2)C=2OC=CC2)N2CC(CCC2)CN2CCN(CC2)C2=CC=C(C#N)C=C2 4-(4-((1-(7-amino-2-(furan-2-yl)-[1,2,4]triazolo[1,5-a][1,3,5]triazin-5-yl)piperidin-3-yl)methyl)piperazin-1-yl)benzonitrile